3-(benzyl-(4-(3,4-dichlorophenyl)-5-isobutylthiazole-2-yl)amino)propanamidine C(C1=CC=CC=C1)N(CCC(=N)N)C=1SC(=C(N1)C1=CC(=C(C=C1)Cl)Cl)CC(C)C